8-(((tert-butyldimethylsilyl)oxy)methyl)-2-(1-methyl-1H-indol-5-yl)-[1,2,4]triazolo[1,5-a]pyridine [Si](C)(C)(C(C)(C)C)OCC=1C=2N(C=CC1)N=C(N2)C=2C=C1C=CN(C1=CC2)C